C(C)OC(C1=C(C(=NC=C1Br)SC)C=O)=O 5-bromo-3-formyl-2-(methylsulfanyl)isonicotinic acid ethyl ester